O(CN1CCOCC1)CN1CCOCC1 4,4'-oxybis(methylene)dimorpholine